Iminodisuccinic acid calcium [Ca].N(C(C(=O)O)CC(=O)O)C(C(=O)O)CC(=O)O